(4R)-4-hydroxy-L-proline benzyl ester hydrochloride Cl.C(C1=CC=CC=C1)OC([C@H]1NC[C@@H](C1)O)=O